N-{bicyclo[1.1.1]pentan-1-yl}-4-nitro-N-[(3R)-pyrrolidin-3-yl]benzenesulfonamide C12(CC(C1)C2)N(S(=O)(=O)C2=CC=C(C=C2)[N+](=O)[O-])[C@H]2CNCC2